(4-methyl-pyrrolidin-3-yl)-carbamic acid tert-butyl ester C(C)(C)(C)OC(NC1CNCC1C)=O